FC=1C=C(C=C(C1)F)CC(=O)N[C@H](C(=O)N[C@@H]1C(N(C2=C(C(=N1)C1=CC=CC=C1)C=CC=C2)C)=O)C (2S)-2-{[(3,5-difluorophenyl)acetyl]amino}-N-[(3S)-1-methyl-2-oxo-5-phenyl-2,3-dihydro-1H-1,4-benzodiazepine-3-yl]propionamide